NC1=C2C(=NC=N1)N(N=C2C2=CC=C(C=1N2C=CN1)NC(=O)NC1=NOC(=C1)C1(CC1)C(F)(F)F)C1CC1 1-(5-(4-AMINO-1-CYCLOPROPYL-1H-PYRAZOLO[3,4-D]PYRIMIDIN-3-YL)IMIDAZO[1,2-A]PYRIDIN-8-YL)-3-(5-(1-(TRIFLUOROMETHYL)CYCLOPROPYL)ISOXAZOL-3-YL)UREA